C(C)(C)C1=C(NC2=C1N=C(N=C2)C2CCN(CC2)CC(=O)N(C)C)C=2C=C(C=1N(C2)N=CN1)OC 2-(4-(7-isopropyl-6-(8-methoxy-[1,2,4]triazolo[1,5-a]pyridin-6-yl)-5H-pyrrolo[3,2-d]pyrimidin-2-yl)piperidin-1-yl)-N,N-dimethylacetamide